[Li].[SiH3]N silaneamine lithium salt